methyl-(imino)(methyl)-lambda6-Sulfane C[SH2](C)=N